tertbutyl 1-formyl-6-azaspiro[2.5]octane-6-carboxylate C(=O)C1CC12CCN(CC2)C(=O)OC(C)(C)C